N-(5-(4-amino-5-(3-fluoro-4-((6-methylpyridin-2-yl)oxy)phenyl)-7-methyl-7H-pyrrolo[2,3-d]pyrimidin-6-yl)-4-methylpyridin-2-yl)methacrylamide NC=1C2=C(N=CN1)N(C(=C2C2=CC(=C(C=C2)OC2=NC(=CC=C2)C)F)C=2C(=CC(=NC2)NC(C(=C)C)=O)C)C